[Pt+2].Cl[C@@]1([C@@](CCCC1)(N)Cl)N cis-dichloro-(trans-(1S,2S)-(+)-1,2-cyclohexanediamine) platinum (II)